2-[3-[4-(3-ethynyl-1-tetrahydropyran-2-yl-indazol-5-yl)-2-methyl-pyrazol-3-yl]oxypropoxy]-3-iodo-5-methyl-pyrazolo[1,5-a]pyrazin-4-one C(#C)C1=NN(C2=CC=C(C=C12)C1=C(N(N=C1)C)OCCCOC1=NN2C(C(N(C=C2)C)=O)=C1I)C1OCCCC1